C(C)(C)(C)OC(=O)NCCC#CC1=C(C=CC(=C1)F)NC1=C(C(=O)OC)C=C(C=C1)C(F)(F)F methyl 2-((2-(4-((tert-butoxycarbonyl) amino) but-1-yn-1-yl)-4-fluorophenyl)-amino)-5-(trifluoromethyl)-benzoate